CS(=O)(=O)OCC1=CC2=NC=CC(=C2S1)C1=CC(=CC=2[C@H]3[C@@H](CN(C12)[C@H]1CN(C2(CCC2)C1)S(=O)(=O)C(C)(C)C)C3)Cl [7-[(1aS,7bR)-3-[(7R)-5-tert-butylsulfonyl-5-azaspiro[3.4]octan-7-yl]-6-chloro-1,1a,2,7b-tetrahydrocyclopropa[c]quinolin-4-yl]thieno[3,2-b]pyridin-2-yl]methyl methanesulfonate